2-Amino-1-(2,6-dimethyl-3-(methylsulfonyl)phenyl)-5,6-dimethyl-1H-pyrrolo[2,3-b]pyridine-3-carbonitrile NC1=C(C=2C(=NC(=C(C2)C)C)N1C1=C(C(=CC=C1C)S(=O)(=O)C)C)C#N